C1(CC1)C=1N=NN(C1)[C@H](C(=O)N1[C@@H](C[C@H](C1)O)C(=O)NCC=1OC(=NN1)N1CCCCC1)C(C)(C)C (2S,4R)-1-[(2S)-2-(4-cyclopropyltriazol-1-yl)-3,3-dimethyl-butanoyl]-4-hydroxy-N-[[5-(1-piperidyl)-1,3,4-oxadiazol-2-yl]methyl]pyrrolidine-2-carboxamide